C(OCC=COOCCCC)([O-])=O Butylperoxyallyl monocarbonate